4-Methyl-1-hepten-4-ol CC(CC=C)(CCC)O